3,4,6-trichloro-1-((2-(trimethylsilyl)ethoxy)methyl)-1H-pyrrolo[2,3-b]pyridine ClC1=CN(C2=NC(=CC(=C21)Cl)Cl)COCC[Si](C)(C)C